C(C)(=O)C1=CC=C(C(=C1OCCCC(=O)O)CCC)OCCCSC1=C(C(=C(C=C1)C(C)=O)O)CCC 4-[6-acetyl-3-[3-(4-acetyl-3-hydroxy-2-propylphenylthio)propoxy]-2-propyl-phenoxy]-butyric acid